ethyl 2-((3-allylureido)methylene)-3-oxobutanoate C(C=C)NC(NC=C(C(=O)OCC)C(C)=O)=O